C1C(=O)C2=C(C=C(C=C2OC1(C3=CC=C(C=C3)O)O)O)O The molecule is a tetrahydroxyflavanone carrying the hydroxy groups at positions 2, 4', 5 and 7. It has a role as a plant metabolite. It is a tetrahydroxyflavanone and a member of 2-hydroxyflavanones.